C1OCC12CC(C2)OC2=C(C=C(C=C2F)C2C(C2)C=2C=NC(=NC2)C2=NC=CC=N2)F 5-(2-(4-((2-oxaspiro[3.3]heptan-6-yl)oxy)-3,5-difluorophenyl)cyclopropyl)-2,2'-bipyrimidine